Diethylaminophenoxysilicon C(C)N(CC)[Si]OC1=CC=CC=C1